ClC1=NC=CN=C1Cl 2,3-dichloro-pyrazine